CN1CCN(CC1)C1=CC=2OCC3N(C2N=C1)CCNC3 3-(4-methylpiperazin-1-yl)-6a,7,9,10-tetrahydropyrazino[1,2-d]pyrido[3,2-b][1,4]oxazin